NC1=NC=CC2=C1C(=NN2[C@H]2C[C@@H](N(C2)C(=O)OC(C)(C)C)COC)C#CC2=C(C1=C(N(C=N1)C)C=C2F)F (2R,4S)-tert-butyl 4-(4-amino-3-((4,6-difluoro-1-methyl-1H-benzo[d]imidazol-5-yl)ethynyl)-1H-pyrazolo[4,3-c]pyridin-1-yl)-2-(methoxymethyl)pyrrolidine-1-carboxylate